4-Boc-1-piperazineacetic acid C(=O)(OC(C)(C)C)N1CCN(CC1)CC(=O)O